tert-butyl 4-(4-amino-6-chloropyridazin-3-yl)-1,2,3,6-tetrahydropyridine-1-carboxylate NC1=C(N=NC(=C1)Cl)C=1CCN(CC1)C(=O)OC(C)(C)C